CC(=O)NC1CCNCC1 N-(piperidin-4-yl)acetamide